[2-(1,3-dioxolan-2-yl)-3-[(4-methoxyphenyl)methoxy]phenyl]methanol O1C(OCC1)C1=C(C=CC=C1OCC1=CC=C(C=C1)OC)CO